FC=1C=C(C=C(C1)F)NC(\C=N/O)=O (Z)-N-(3,5-difluorophenyl)-2-(hydroxyimino)acetamide